(S)-3-chloro-4-((3,5-difluoropyridin-2-yl)methoxy-d2)-2'-(2-(2-hydroxypropan-2-yl)thiazol-4-yl)-5',6-dimethyl-2H-[1,4'-bipyridin]-2-one ClC=1C(N(C(=CC1OC([2H])([2H])C1=NC=C(C=C1F)F)C)C1=CC(=NC=C1C)C=1N=C(SC1)C(C)(C)O)=O